C(#N)C=1C=C2C(C(N(C2=CC1)C1CCN(CC1)C1CCC(CC1)C(C)C)=O)CC(=O)N 2-(5-cyano-1-(1-((1s,4s)-4-isopropylcyclohexyl)piperidin-4-yl)-2-oxoindolin-3-yl)acetamide